N=1SN=C2C1C=CC(=C2)C2=CCC(CN2C(=O)O)C 6-(Benzo[c][1,2,5]thiadiazol-5-yl)-3-methyl-3,4-dihydropyridine-1(2H)-carboxylic acid